Tert-butyl trans-4-(4-amino-3-(4-phenoxyphenyl)-1H-pyrazolo[3,4-d]pyrimidin-1-yl)-3-fluoropiperidine-1-carboxylate NC1=C2C(=NC=N1)N(N=C2C2=CC=C(C=C2)OC2=CC=CC=C2)[C@H]2[C@@H](CN(CC2)C(=O)OC(C)(C)C)F